CC1=CSC2=C1N=CN=C2NC2=CC(=CC=C2)C(F)(F)F 7-methyl-N-(3-(trifluoromethyl)phenyl)thieno[3,2-d]pyrimidin-4-amine